(3-(4-(4-((2-((S)-2-cyano-4,4-difluoropyrrolidin-1-yl)-2-oxoethyl)carbamoyl)quinolin-6-yl)phenoxy)propyl)carbamate C(#N)[C@H]1N(CC(C1)(F)F)C(CNC(=O)C1=CC=NC2=CC=C(C=C12)C1=CC=C(OCCCNC([O-])=O)C=C1)=O